8-Methyl-1-[2-methyl-5-(1-methyl-1H-pyrazol-4-yl)benzenesulfonyl]-1,2,3,4-tetrahydroquinoxaline CC=1C=CC=C2NCCN(C12)S(=O)(=O)C1=C(C=CC(=C1)C=1C=NN(C1)C)C